COC1=CC=C(C=C1)SC1=C(C#N)C=CC=C1 2-((4-methoxyphenyl)thio)benzonitrile